Cl.ClC1=CC=C2C(=C(N(C2=C1C=1C(=NN(C1C)C)C)CCN1CCNCC1)C(=O)O)CCCOC1=CC=CC2=CC(=CC=C12)F 6-chloro-3-(3-((6-fluoronaphthalen-1-yl)oxy)propyl)-1-(2-(piperazin-1-yl)ethyl)-7-(1,3,5-trimethyl-1H-pyrazol-4-yl)-1H-indole-2-carboxylic acid hydrochloride